C(#N)C1=C(C=CC(=C1NC=1C(=C2C(N(C=NC2=CC1)C)=O)C)F)NS(=O)(=O)CCC N-(2-cyano-3-((3,5-dimethyl-4-oxo-3,4-dihydroquinazolin-6-yl)amino)-4-fluorophenyl)propane-1-sulfonamide